C[Sn](C1(CC=C(S1)C=1SC=CC1)[Sn](C)(C)C)(C)C 5,5-ditrimethylstannyl-2,2'-bithiophene